C1(=CC=C(C2=CC=CC=C12)C(=O)Cl)C(=O)Cl 1,4-naphthalenedicarboxylic acid dichloride